3,3-bis(4-dimethylaminophenyl)-6-dimethylaminobenzene CN(C1=CC=C(C=C1)C1(CC=C(C=C1)N(C)C)C1=CC=C(C=C1)N(C)C)C